BrCCCCCC(=O)OCCCCCCCCCC#C undec-10-yn-1-yl 6-bromohexanoate